N-(6-(5-chloro-6-fluoro-7-formyl-1H-indazol-4-yl)imidazo[1,2-a]pyrazin-2-yl)-2-fluorocyclopropane-1-carboxamide ClC=1C(=C2C=NNC2=C(C1F)C=O)C=1N=CC=2N(C1)C=C(N2)NC(=O)C2C(C2)F